2-(phenyl)-2H-pyrazolo[4,3-c]quinolin-3(5H)-one C1(=CC=CC=C1)N1N=C2C(=CNC=3C=CC=CC23)C1=O